C(C)(C)OC(=O)C1CC(=NN1C1=NC=CC=C1Cl)Br 3-bromo-1-(3-chloro-2-pyridinyl)-4,5-dihydro-1H-pyrazole-5-carboxylic acid isopropyl ester